2-(3-methyl-butyl)-decanoic acid CC(CCC(C(=O)O)CCCCCCCC)C